propyl bromophosphate P(=O)(OCCC)([O-])Br